C1(CC1)C(C(C(=O)[O-])(C)F)C1=CC(=CC=C1)OCC1=CC(=C(C=C1)C1=CC(=NC=C1F)OC)CN(C(C)C)C(C)C 3-cyclopropyl-3-(3-((3-((diisopropylamino)methyl)-4-(5-fluoro-2-methoxypyridin-4-yl)benzyl)oxy)phenyl)-2-fluoro-2-methylpropanoate